(3R,4R)-3-fluoro-4-(methylamino)pyrrolidine-1-carboxylic acid tert-butyl ester C(C)(C)(C)OC(=O)N1C[C@H]([C@@H](C1)NC)F